CC1([C@@H](CC2=CC=CC=C12)NC1=CC=C(C=C1)[C@@H](C(F)(F)F)N(C(=O)N1CCOCC1)C)C N-((S)-1-(4-(((R)-1,1-dimethyl-2,3-dihydro-1H-inden-2-yl)amino)phenyl)-2,2,2-trifluoroethyl)-N-methylmorpholine-4-carboxamide